N1(N=CC=C1)C=1C=CC(=NC1)CN1C(C(N(C=C1)C1(CC1)C)=O)=O 1-((5-(1H-pyrazol-1-yl)pyridin-2-yl)methyl)-4-(1-methylcyclopropyl)-1,4-dihydropyrazine-2,3-dione